ClC=1C=C(OC2CCC(CC2)NC(=O)C=2N=NC(=CC2)N2CCC(CC2)N2CCN(CC2)CC=2C(=C3CN(C(C3=CC2)=O)C2C(NC(CC2)=O)=O)F)C=CC1C#N N-((1r,4r)-4-(3-chloro-4-cyanophenoxy)cyclohexyl)-6-(4-(4-((2-(2,6-dioxopiperidin-3-yl)-4-fluoro-1-oxoisoindolin-5-yl)methyl)piperazin-1-yl)piperidin-1-yl)pyridazine-3-carboxamide